6-((5-((3S,4S)-4-amino-3-methyl-2-oxa-8-azaspiro[4.5]decan-8-yl)pyrazin-2-yl)thio)-5-chloro-3-(2-methoxypropyl)-2-methylquinazolin-4(3H)-one N[C@@H]1[C@@H](OCC12CCN(CC2)C=2N=CC(=NC2)SC=2C(=C1C(N(C(=NC1=CC2)C)CC(C)OC)=O)Cl)C